(Z)-4-benzylidene-2-methyl-oxazol-5(4H)-one C(/C1=CC=CC=C1)=C\1/N=C(OC1=O)C